4-{2-[(1S,4R)-bicyclo[2.2.1]hept-2-ylmethoxy]-5-(methylsulfonyl)phenyl}-6-methyl-1,6-dihydro-7H-pyrrolo[2,3-c]pyridin-7-one [C@H]12C(C[C@H](CC1)C2)COC2=C(C=C(C=C2)S(=O)(=O)C)C=2C1=C(C(N(C2)C)=O)NC=C1